2,4,7-trimethoxy-phenanthrene COC1=CC=2C=CC3=CC(=CC=C3C2C(=C1)OC)OC